tert-butyl 2-propylperoxy-2-pentenoate C(CC)OOC(C(=O)OC(C)(C)C)=CCC